CC=1C=C(\C=N\NC(=O)C2=NC(=C(N=C2)O)C2=CC=C(C=C2)OC)C=C(C1)C (E)-N'-(3,5-dimethylbenzylidene)-5-hydroxy-6-(4-methoxyphenyl)pyrazine-2-carbohydrazide